(S)-2-amino-3-(3,5-difluoro-4-((5-methyl-7H-pyrrolo[2,3-d]pyrimidin-4-yl)oxy)phenyl)-1-(4-(benzenesulfonyl)piperidin-1-yl)propan-1-one N[C@H](C(=O)N1CCC(CC1)S(=O)(=O)C1=CC=CC=C1)CC1=CC(=C(C(=C1)F)OC=1C2=C(N=CN1)NC=C2C)F